OCC1(CC1)C(=O)N (hydroxymethyl)cyclopropanecarboxamide